3-(4-methylphenyl)thiourea CC1=CC=C(C=C1)NC(N)=S